5-(butylsulfanyl)-1H-pyrazol-3-amine C(CCC)SC1=CC(=NN1)N